FC1(CCC(CC1)[C@@H](C(NC1=NC=CC(=C1)CN1C(N[C@@H](C1)C(F)(F)F)=O)=O)NC(=O)C1=CC=NN1C(C)C)F N-((S)-1-(4,4-Difluorocyclohexyl)-2-oxo-2-((4-(((S)-2-oxo-4-(trifluoromethyl)-imidazolidin-1-yl)methyl)pyridin-2-yl)amino)ethyl)-1-isopropyl-1H-pyrazole-5-carboxamide